(1S,3R)-{-}-camphoric acid C([C@]1(C)C(C)(C)[C@H](C(=O)O)CC1)(=O)O